C(C)(C)(C)OC(NC1=NC=C(C(=C1)OC1=C(C=C(C=C1)N1N=CN(C1=O)CC1=C(C=CC=C1F)F)F)F)=O N-[4-[4-[4-[(2,6-difluorophenyl)methyl]-5-oxo-1,2,4-triazol-1-yl]-2-fluoro-phenoxy]-5-fluoro-2-pyridinyl]carbamic acid tert-butyl ester